The molecule is a sialotriaosylceramide consisting of beta-D-GalNAc-(1->4)-[alpha-Neu5Ac-(2->3)]-beta-D-Gal-(1->4)-beta-D-Glc attached to the primary hydroxy function of ceramide(d18:1/16:0). It has a role as a mouse metabolite. It derives from a hexadecanoic acid. CCCCCCCCCCCCCCCC(=O)N[C@@H](CO[C@H]1[C@@H]([C@H]([C@@H]([C@H](O1)CO)O[C@H]2[C@@H]([C@H]([C@H]([C@H](O2)CO)O)O[C@@]3(C[C@@H]([C@H]([C@@H](O3)[C@@H]([C@@H](CO)O)O)NC(=O)C)O)C(=O)O)O)O)O)[C@@H](/C=C/CCCCCCCCCCCCC)O